5-(chloromethyl)-2-((3,4-dichlorobenzyl)oxy)-1-fluoro-3-methylbenzene ClCC=1C=C(C(=C(C1)F)OCC1=CC(=C(C=C1)Cl)Cl)C